4-nitrobicyclo[4.2.0]oct-1(6),2,4-triene-3-carboxylic acid [N+](=O)([O-])C=1C(=CC=2CCC2C1)C(=O)O